Ethyl 9-[1-(1-tert-butoxycarbonylpiperidin-4-yl)-1H-pyrazol-4-yl]-6-tert-butyl-10-methoxy-2-oxo-6,7-dihydro-2H-pyrido[2,1-a]isoquinoline-3-carboxylate C(C)(C)(C)OC(=O)N1CCC(CC1)N1N=CC(=C1)C=1C=C2CC(N3C(C2=CC1OC)=CC(C(=C3)C(=O)OCC)=O)C(C)(C)C